CN1N=CC(=C1)B(O)O (1-methyl-1H-pyrazole-4-yl)boronic acid